iridium (2-(2,4-difluorophenyl)quinoline) FC1=C(C=CC(=C1)F)C1=NC2=CC=CC=C2C=C1.[Ir]